[1-{(dimethylamino)methyl}-4-hydroxy-7-phenoxyisoquinolin-3-yl](morpholinyl)methanone CN(C)CC1=NC(=C(C2=CC=C(C=C12)OC1=CC=CC=C1)O)C(=O)N1CCOCC1